(3-methoxyphenyl)-1H-pyrazole COC=1C=C(C=CC1)N1N=CC=C1